IC=1N=CN(C1C)COCC[Si](C)(C)C 4-iodo-5-methyl-1-((2-(trimethylsilyl)ethoxy)methyl)-1H-imidazole